C(CCC)[Sn](C1=NC=CC=C1F)(CCCC)CCCC tributyl-(3-fluoro-2-pyridinyl)stannane